OC(=O)C(F)(F)F.CCCCCC=CC oct-6-ene TFA salt